6-[6-methoxy-5-({[2-(trifluoro-methoxy)phenyl]methyl}-carbamoyl)pyridin-3-yl]-N-[1-(2-methoxyphenyl)-5-oxo-pyrrolidin-3-yl]-1H-indazole-3-carboxamide COC1=C(C=C(C=N1)C1=CC=C2C(=NNC2=C1)C(=O)NC1CN(C(C1)=O)C1=C(C=CC=C1)OC)C(NCC1=C(C=CC=C1)OC(F)(F)F)=O